C(C)(C)(C)OC(=O)N1[C@H]2C(CC[C@H]1CCC2)=O (1R,5R)-2-oxo-9-azabicyclo[3.3.1]Nonane-9-carboxylic acid tert-butyl ester